NC1=NC(=NC=2N1N=C(N2)C=2OC=CC2)NCCC2=CC=C(C=C2)C(=O)N2CC(CCC2)(F)F (4-(2-(7-amino-2-(furan-2-yl)-[1,2,4]triazolo[1,5-a][1,3,5]triazin-5-ylamino)ethyl)-phenyl)(3,3-difluoropiperidin-1-yl)methanone